2-tert-butyl 3-(1,3-dioxoisoindolin-2-yl) 3,4-dihydroisoquinoline-2,3(1H)-dicarboxylate C1N(C(CC2=CC=CC=C12)C(=O)ON1C(C2=CC=CC=C2C1=O)=O)C(=O)OC(C)(C)C